N(=[N+]=[N-])CC(=O)C1=CC=C(C=C1)OC(F)(F)F 2-Azido-1-(4-(trifluoromethoxy)phenyl)ethan-1-one